2-(2-(1-((R)-1-(2,6-dichloro-3-cyclopropylphenyl)ethyl)-1H-[1,2,3]triazolo[4,5-c]pyridin-6-yl)phenyl)-N,N-dimethylpropionamide ClC1=C(C(=CC=C1C1CC1)Cl)[C@@H](C)N1N=NC=2C=NC(=CC21)C2=C(C=CC=C2)C(C(=O)N(C)C)C